6-(1,3-benzoxazol-2-yl)-2-(1-cyclobutyl-4,5,6,7-tetrahydro-1,3-benzodiazol-2-yl)-5-hydroxy-3-methylpyrimidin-4-one O1C(=NC2=C1C=CC=C2)C2=C(C(N(C(=N2)C2=NC1=C(N2C2CCC2)CCCC1)C)=O)O